CC1C(C(CC=C1)(C)C)C(C=CC)=O [2,6,6-trimethyl-3-cyclohexen-1-yl]-2-buten-1-one